C(C)(C)NCCC(=O)NC1=C(C2=C([C@H](N(CC2)C(=O)OC(C)(C)C)C)S1)C=1SC2=C(N1)C=C(C=C2)C2=CC=NC=C2 tert-Butyl (R)-2-(3-(isopropylamino)propanamido)-7-methyl-3-(5-(pyridin-4-yl)benzo[d]thiazol-2-yl)-4,7-dihydrothieno[2,3-c]pyridine-6(5H)-carboxylate